N1(CCC1)C1=CC2=C(C=C(O2)C(=O)NS(=O)(=O)C2=C(C=CC(=C2)C(C)C)OCC(F)(F)F)C(=C1)F 6-(azetidin-1-yl)-4-fluoro-N-[5-isopropyl-2-(2,2,2-trifluoroethoxy)phenyl]sulfonyl-benzofuran-2-carboxamide